NC1=C(C(=NN1C(C)C)C1=CC=C(C=C1)CC(=O)NC1=CC(=NO1)C1=C(C=C(C(=C1)CN(C)C)Cl)Cl)C(=O)N 5-Amino-3-[4-[2-[[3-[2,4-dichloro-5-[(dimethylamino)methyl]phenyl]isoxazol-5-yl]amino]-2-oxo-ethyl]phenyl]-1-isopropyl-pyrazole-4-carboxamide